CN1C(C(=CC2=C(C=CC=C12)N1CCNC2=CC(=CC=C12)C=1C=NN(C1)C)C)=O 1,3-dimethyl-5-(6-(1-methyl-1H-pyrazol-4-yl)-3,4-dihydroquinoxalin-1(2H)-yl)quinolin-2(1H)-one